C(C)(=O)NC=1C(=C(C(=O)OC)C(=C(C1I)NC(C)=O)I)I methyl 3,5-diacetamido-2,4,6-triiodobenzoate